7-bromo-2-(pyridin-4-yl)thieno[3,2-d]pyrimidin-4(3H)-one BrC1=CSC2=C1N=C(NC2=O)C2=CC=NC=C2